C(#N)CC1CC(C1)(C1=NN=CN1C)C=1C=C(C=CC1)NC(=O)C=1C=2N(C=C(C1)CNC1(CC1)C)C=C(N2)F N-(3-((1s,3s)-3-(cyanomethyl)-1-(4-methyl-4H-1,2,4-triazol-3-yl)cyclobutyl)phenyl)-2-fluoro-6-(((1-methylcyclopropyl)amino)methyl)imidazo[1,2-a]pyridine-8-carboxamide